rac-4-(2-((3aR,5s,6aS)-5-benzyl-5-fluorohexahydrocyclopenta[c]pyrrol-2(1H)-yl)-1-hydroxyethyl)-2-fluorophenol C(C1=CC=CC=C1)C1(C[C@@H]2[C@@H](CN(C2)CC(O)C2=CC(=C(C=C2)O)F)C1)F